6-methyl-4-[(5'S,7a'R)-3'-oxo-5'-phenyltetrahydro-1H,3'H-spiro[piperidine-4,2'-pyrrolo[2,1-b][1,3]oxazol]-1-yl]pyridine-2-carbonitrile CC1=CC(=CC(=N1)C#N)N1CCC2(C(N3[C@H](O2)CC[C@H]3C3=CC=CC=C3)=O)CC1